C1(=CC=CC=C1)C(C[Se]C1=CC=CC=C1)NC1=CC=C(C=C1)C1=CC=CC=C1 N-(1-phenyl-2-(phenylseleno)ethyl)-[1,1'-biphenyl]-4-amine